FC1=CC=C(C=C1)C=1C=CC=2N=CN=C(C2N1)NC(C)C1=NC(=NO1)C 6-(4-Fluorophenyl)-N-(1-(3-methyl-1,2,4-oxadiazol-5-yl)ethyl)pyrido[3,2-d]pyrimidin-4-amine